N-(5-cyano-6-(2H-1,2,3-triazol-2-yl)pyridin-3-yl)-4-cyclopropyl-3-(piperidin-4-yl)isothiazole-5-carboxamide C(#N)C=1C=C(C=NC1N1N=CC=N1)NC(=O)C1=C(C(=NS1)C1CCNCC1)C1CC1